C(C=C)N(C(O)=O)C1=CC(=CC=C1)OCC1=CC=CC=C1 allyl-(3-(benzyloxy)phenyl)carbamic acid